N-((3-fluoropyridin-2-yl)methyl)oxazole-4-carboxamide FC=1C(=NC=CC1)CNC(=O)C=1N=COC1